(4S,5aS,8S,8aR)-4-isobutyl-N-((1R,8R,9R,10R,11S,12R)-10,11,12-trihydroxy-13-oxa-2-thiabicyclo[7.3.1]tridecan-8-yl)octahydro-2H-oxacyclohepta[2,3-c]pyrrole-8-carboxamide formate C(=O)O.C(C(C)C)[C@@H]1CCC[C@@H]([C@@H]2ONCC21)C(=O)N[C@@H]2CCCCCS[C@@H]1[C@@H]([C@H]([C@H]([C@@H]2O1)O)O)O